ethyl 2-(6-(2-fluoroethoxy)pyridin-2-yl)pyrazolo[5,1-b]thiazole-7-carboxylate FCCOC1=CC=CC(=N1)C1=CN2C(S1)=C(C=N2)C(=O)OCC